2-((1-((8-hydroxyquinolin-4-yl)methyl)piperidin-4-yl)methyl)-5,6-dimethoxy-2,3-dihydro-1H-inden-1-one OC=1C=CC=C2C(=CC=NC12)CN1CCC(CC1)CC1C(C2=CC(=C(C=C2C1)OC)OC)=O